((5-Cyanothiophen-2-yl)methoxy)-1,2,3,4-tetrahydroisoquinoline C(#N)C1=CC=C(S1)COC1NCCC2=CC=CC=C12